3-(2-oxospiro[indoline-3,3'-pyrrolidin]-1-yl)piperidine-2,6-dione O=C1N(C2=CC=CC=C2C12CNCC2)C2C(NC(CC2)=O)=O